[Na+].S(=O)(=O)(OCCCCCCCCCC)[O-].[Na+].C(CCCCCCCCC)OS(=O)(=O)[O-] sodium decyl sulfate sodium